2-((17-azido-3,6,9,12,15-pentaoxaheptadecyl)sulfonyl)phenol N(=[N+]=[N-])CCOCCOCCOCCOCCOCCS(=O)(=O)C1=C(C=CC=C1)O